Ethyl 2-[2-({2-[(4-fluoro-2-nitrophenyl) carbamoyl] ethyl} amino) ethyl]-1,3-thiazole-4-carboxylate FC1=CC(=C(C=C1)NC(=O)CCNCCC=1SC=C(N1)C(=O)OCC)[N+](=O)[O-]